FC1=CC2=CC(=CC=C2C=C1)C1=CC=C(C=C1)F 2-fluoro-7-(4-fluorophenyl)naphthalene